6-Bromo-N-(1-ethylpiperidin-4-yl)-2-{4-[4-(methylsulfonyl)piperazin-1-yl]phenyl}-3H-imidazo[4,5-b]pyridin-7-amine BrC=1C(=C2C(=NC1)NC(=N2)C2=CC=C(C=C2)N2CCN(CC2)S(=O)(=O)C)NC2CCN(CC2)CC